Cl.CN(C(=O)C1=C(C=C(C=C1)C1=CNC2=NC=C(N=C21)C=2C=C1CCN(CC1=C(C2)C)CCC(=O)O)C)C 3-(6-(7-(4-(dimethylcarbamoyl)-3-methylphenyl)-5H-pyrrolo[2,3-b]pyrazin-2-yl)-8-methyl-3,4-dihydroisoquinolin-2(1H)-yl)propanoic acid hydrochloride